2-(3-(4-chloro-3-(2,4-dioxo-tetrahydropyrimidin-1(2H)-yl)benzoyl)-3-azaspiro[5.5]undecan-9-yl)acetaldehyde ClC1=C(C=C(C(=O)N2CCC3(CC2)CCC(CC3)CC=O)C=C1)N1C(NC(CC1)=O)=O